ClC1=CC=C2C(=CNC2=C1)\C=C\1/NC(N(C1=O)C(COP(=O)([O-])O)C1=CC(=C(C=C1)F)F)=O (Z)-2-(4-((6-chloro-1H-indol-3-yl)methylene)-2,5-dioxoimidazolidin-1-yl)-2-(3,4-difluorophenyl)ethyl dihydrophosphate